(4-fluoro-2-methoxy-5-nitrophenyl)guanidine FC1=CC(=C(C=C1[N+](=O)[O-])NC(=N)N)OC